BrC1=C(C=CC=C1)C(=O)NC=1C=C(C2=C(NC(=N2)COC)C1)C(=O)NC1=C(C(=CC=C1)Cl)C 6-{[(2-Bromophenyl)carbonyl]amino}-N-(3-chloro-2-methylphenyl)-2-(methoxymethyl)-1H-benzimidazole-4-carboxamide